C(OC1CC2(C1)CC(C2)C2OCCO2)(OC2=CC=C(C=C2)[N+](=O)[O-])=O [6-(1,3-dioxolan-2-yl)spiro[3.3]heptan-2-yl] (4-nitrophenyl) carbonate